6-fluoro-7-{3-[(4-methoxy-6-methylpyrimidin-2-yl)carbamoyl]azetidin-1-yl}-4-oxo-1-(1,3-thiazol-2-yl)-1,4-dihydro-1,8-naphthyridine-3-carboxylic acid FC=1C=C2C(C(=CN(C2=NC1N1CC(C1)C(NC1=NC(=CC(=N1)OC)C)=O)C=1SC=CN1)C(=O)O)=O